benzyl 4-(5-acetyl-3-(7-(difluoromethyl)-6-(1-methyl-1H-pyrazol-4-yl)-3,4-dihydroquinolin-1(2H)-yl)-4,5,6,7-tetrahydro-1H-pyrazolo[4,3-c]pyridin-1-yl)piperidine-1-carboxylate C(C)(=O)N1CC2=C(CC1)N(N=C2N2CCCC1=CC(=C(C=C21)C(F)F)C=2C=NN(C2)C)C2CCN(CC2)C(=O)OCC2=CC=CC=C2